7-methoxy-2-(5-oxaspiro[2.4]hept-1-yl)-N-(6-(trifluoromethyl)pyridin-2-yl)imidazo[1,2-a]pyridine-6-carboxamide COC1=CC=2N(C=C1C(=O)NC1=NC(=CC=C1)C(F)(F)F)C=C(N2)C2CC21COCC1